(2-(3,4-Dimethoxyphenoxy)ethoxy)-2-(4-fluorophenyl)-3-(5-methylthiazol-4-yl)-1H-inden-1-one COC=1C=C(OCCOC2=C3C(=C(C(C3=CC=C2)=O)C2=CC=C(C=C2)F)C=2N=CSC2C)C=CC1OC